C(C)OC(C[C@@H](C=1C=C(C=C(C1F)C)C1=C(C=C(C=C1C)C=O)C)NC(=O)OC(C)(C)C)=O.ClC=1C(=C(C=CC1)NC1=NC=NC2=CC(=C(C=C12)OC(=O)C)OC)F 4-[(3-chloro-2-fluorophenyl)amino]-6-acetoxyl-7-methoxyl-quinazoline Ethyl-(S)-3-((tert-butoxycarbonyl)amino)-3-(4-fluoro-4'-formyl-2',5,6'-trimethyl-[1,1'-biphenyl]-3-yl)propanoate